C(C)(C)(C)OC(=O)NCC1=NC=C(C(=C1)C(=O)OC)OC1=CC=C(C=C1)OCCOC1CCOCC1 methyl 2-[(tert-butoxycarbonylamino)methyl]-5-[4-(2-tetrahydropyran-4-yloxyethoxy)phenoxy]pyridine-4-carboxylate